NC1=NNC(C2=C1N(C=C2[C@H]2CN(CC2)C(\C=C\[C@@H]2NCC2)=O)C2=CC=C(C=C2)OC2=CC=CC=C2)=O 7-Amino-3-((S)-1-((E)-3-((R)-azetidin-2-yl)acryloyl)pyrrolidin-3-yl)-1-(4-phenoxyphenyl)-1,5-dihydro-4H-pyrrolo[2,3-d]pyridazin-4-on